4-(3-azaspiro[5.5]undec-9-yl)butanal trifluoroacetate FC(C(=O)O)(F)F.C1CNCCC12CCC(CC2)CCCC=O